(R)-N-(pyrrolidin-3-yl)-4-(tetrahydro-2H-pyran-4-yl)-3,4-dihydroquinoxaline-1(2H)-carboxamide N1C[C@@H](CC1)NC(=O)N1CCN(C2=CC=CC=C12)C1CCOCC1